[K].[Na].O1C(=CC2=C1C=CC=C2)C2=CC=C(C=C2)NC(CC2=C(C=CC=C2)OC)=O N-(4-(benzofuran-2-yl)phenyl)-2-(2-methoxyphenyl)acetamide sodium-potassium